NC1=NC=NN2C1=C(C(=N2)C2=CC=C(C=C2)NC(C(=C)F)=O)C2=CC(=C(C=C2)OC2=NC=CC(=N2)C(F)F)F N-(4-(4-amino-5-(4-((4-(difluoromethyl)pyrimidin-2-yl)oxy)-3-fluorophenyl)pyrazolo[5,1-f][1,2,4]triazin-6-yl)phenyl)-2-fluoroacrylamide